(S)-2-(sec-Butyl)-3-(2-fluoroethyl)benzo[4,5]imidazo[1,2-a]pyrimidin-4(10H)-one [C@H](C)(CC)C=1N=C2N(C(C1CCF)=O)C1=C(N2)C=CC=C1